BrC1=C(C=C(C(=C1Br)OS(=O)(=O)C1=CC(=C(C=C1)F)Cl)OC)C1=NC2=C(N1)C=CC=C2C(=O)N 2-(2,3-dibromo-5-methoxy-4-((3-chloro-4-fluorophenyl)sulfonyloxy)phenyl)-1H-benzo[d]imidazole-4-carboxamide